O=C1N(C=C(C(=N1)O)C)CC=1C(NC(NC1)=O)=O 2-oxo-4-hydroxy-5-methylpyrimidin-1-yl-(thymine)